2-(3,5-dichloro-4-((4,4-dimethyl-2,3,4,9-tetrahydro-1H-pyrido[3,4-b]indol-6-yl)oxy)phenyl)-3,5-dioxo-2,3,4,5-tetrahydro-1,2,4-triazine-6-carbonitrile ClC=1C=C(C=C(C1OC=1C=C2C3=C(NC2=CC1)CNCC3(C)C)Cl)N3N=C(C(NC3=O)=O)C#N